FC(OC=1C=C(OC2=CC=C(C=C2)C2(C(NC(NC2=O)=O)=O)N2CCC3(CN(C3)C(CO)=O)CC2)C=CC1)F 5-[4-[3-(difluoromethoxy)phenoxy]phenyl]-5-[2-(2-hydroxyacetyl)-2,7-diazaspiro[3.5]nonan-7-yl]hexahydropyrimidine-2,4,6-trione